O1[C@H](COCC1)C1=CC(=C(C=C1)NC1=C2C(=NC(=C1)NC(=O)C1CC1)NC(=N2)C)S(=O)(=O)C (S)-N-(7-((4-(1,4-dioxan-2-yl)-2-(methylsulfonyl)phenyl)amino)-2-methyl-3H-imidazo[4,5-b]pyridin-5-yl)cyclopropanecarboxamide